C1(CCCCC1)CCNC(=O)C1=CC2=C(S(C3=C(C(N2)=O)C=CC=C3)(=O)=O)C=C1 N-(2-cyclohexylethyl)-11-oxo-10,11-dihydrodibenzo[b,f][1,4]thiazepine-8-carboxamide 5,5-dioxide